6-(1,2-Dimethyl-4-(m-tolyl)-1H-imidazol-5-yl)benzo[d]thiazole CN1C(=NC(=C1C1=CC2=C(N=CS2)C=C1)C=1C=C(C=CC1)C)C